FC1=C(C(=O)NC2CC3(C2)CCN(CC3)C)C=C(C(=C1)NC1=NC=C(C(=N1)OC1=C3C(N(CC3=CC=C1)C)=O)C(F)(F)F)OC 2-fluoro-5-methoxy-4-((4-((2-methyl-3-oxoisoindolin-4-yl)oxy)-5-(trifluoromethyl)pyrimidin-2-yl)amino)-N-(7-methyl-7-azaspiro[3.5]nonan-2-yl)benzamide